2-[4-(benzyloxymethyl)cyclohexyl]-6-bromo-1,3-benzothiazole-5-carboxylic acid C(C1=CC=CC=C1)OCC1CCC(CC1)C=1SC2=C(N1)C=C(C(=C2)Br)C(=O)O